3-chloro-N-((1S)-1-(1-(5-((ethyl(methyl)(oxo)-λ6-sulfaneylidene)amino)pyridin-2-yl)-1H-1,2,4-triazol-5-yl)ethyl)-5-(trifluoromethoxy)benzamide ClC=1C=C(C(=O)N[C@@H](C)C2=NC=NN2C2=NC=C(C=C2)N=S(=O)(C)CC)C=C(C1)OC(F)(F)F